3-(7-bromo-6,8-difluoro-2-((1-(morpholinomethyl)cyclopropyl)methoxy)quinazolin-4-yl)-8-(2-phenylpropan-2-yl)-3,8-diazabicyclo[3.2.1]octan-6-ol BrC1=C(C=C2C(=NC(=NC2=C1F)OCC1(CC1)CN1CCOCC1)N1CC2CC(C(C1)N2C(C)(C)C2=CC=CC=C2)O)F